C(C)(C)N1C(=NC=2C1=NC(=CC2)C2=CNC=1N=C(N=CC12)NC)C 5-(3-isopropyl-2-methyl-3H-imidazo[4,5-b]pyridin-5-yl)-N-methyl-7H-pyrrolo[2,3-d]pyrimidin-2-amine